C(CC)OC(C1=C(C=CC=C1OC)F)=O 2-fluoro-6-methoxybenzoic acid propyl ester